triEthylene glycol monoethyl ether C(C)OCCOCCOCCO